tert-butyl 4-[(4-methoxycarbonylphenyl)methyl]piperidine-1-carboxylate COC(=O)C1=CC=C(C=C1)CC1CCN(CC1)C(=O)OC(C)(C)C